CC1=CC=C(C=C1)S(=O)(=O)OCCOCCOCCOCCC(N[C@@H](C(C)(C)C)C(=O)N1[C@@H](C[C@H](C1)O)C(NCC1=CC=C(C=C1)C1=C(N=CS1)C)=O)=O (S)-14-((2S,4R)-4-hydroxy-2-((4-(4-methylthiazol-5-yl)benzyl)carbamoyl)pyrrolidine-1-carbonyl)-15,15-dimethyl-12-oxo-3,6,9-trioxa-13-azahexadecyl 4-methylbenzenesulfonate